6-{[5-Fluoro-3-(5-formylpyridin-2-yl)-2-methoxyphenyl]amino}-N-[(1R,2S)-2-fluorocyclopropyl]-8-(methylamino)imidazo[1,2-b]pyridazine-3-carboxamide FC=1C=C(C(=C(C1)NC=1C=C(C=2N(N1)C(=CN2)C(=O)N[C@H]2[C@H](C2)F)NC)OC)C2=NC=C(C=C2)C=O